1-(3-(4-((4-([1,2,4]triazolo[1,5-a]pyridin-7-yloxy)-3-methylphenyl)amino)pyrrolo[2,1-f][1,2,4]triazin-5-yl)-8-azabicyclo[3.2.1]octan-8-yl)prop-2-en-1-one N=1C=NN2C1C=C(C=C2)OC2=C(C=C(C=C2)NC2=NC=NN1C2=C(C=C1)C1CC2CCC(C1)N2C(C=C)=O)C